C(C)(C)(C)OC(=O)N1C(CC(CC1)N(C)C)=O N-t-butoxycarbonyl-4-dimethylaminopiperidone